(2S,6R)-4-(3-(1H-pyrazol-3-yl)imidazo[1,2-b]pyridazin-6-yl)-2,6-dimethylmorpholine N1N=C(C=C1)C1=CN=C2N1N=C(C=C2)N2C[C@@H](O[C@@H](C2)C)C